2-fluoro-1-((S)-3-methyl-4-(7-(8-(methyl-d3)naphthalen-1-yl)-2-(((S)-1-methylpyrrolidin-2-yl)methoxy)-5,6,7,8-tetrahydropyrido[3,4-d]pyrimidin-4-yl)piperazin-1-yl)-2-propen-1-one FC(C(=O)N1C[C@@H](N(CC1)C=1C2=C(N=C(N1)OC[C@H]1N(CCC1)C)CN(CC2)C2=CC=CC1=CC=CC(=C21)C([2H])([2H])[2H])C)=C